4,4-Diethoxynonan C(C)OC(CCC)(CCCCC)OCC